3-bromo-5-{2-[(3S,4S)-3-[(4-methanesulfonylphenoxy)methyl]-4-methylpyrrolidin-1-yl]ethyl}benzonitrile BrC=1C=C(C#N)C=C(C1)CCN1C[C@H]([C@@H](C1)C)COC1=CC=C(C=C1)S(=O)(=O)C